O[C@@]1(CC[C@@H]2[C@H]3CC[C@@]4(C(C3CCC2C1)[C@H]1[C@@H]([C@@H]4CCN4N=CC(=C4)C=4OC=CN4)CCC1)C)C 1-((2R,4aS,4bR,6aS,7S,7aS,8aR,8bR,8cR,10aR)-2-hydroxy-2,6a-dimethyloctadecahydrocyclopenta[4,5]cyclopenta[1,2-a]phenanthren-7-yl)-2-(4-(oxazol-2-yl)-1H-pyrazol-1-yl)ethane